tryptophanyl-histidine N[C@@H](CC1=CNC2=CC=CC=C12)C(=O)N[C@@H](CC1=CNC=N1)C(=O)O